2-(diethylamino)ethylstyrene CCN(CC)CCC1=CC=CC=C1C=C